C/C(/CO)=C\C1=CC=CC=C1 (E)-α-methyl-cinnamyl alcohol